COC([C@@H](N)CC1=CNC=N1)=O histidine methyl ester